ClC1=CC=C(C(=O)N=C2N(C=C(N2)C2=CC=C(C=C2)OC)CC)C=C1 4-Chloro-N-(1-ethyl-4-(4-methoxyphenyl)-1,3-dihydro-2H-imidazol-2-ylidene)benzamide